C(=O)O.ClC1=C(C(=O)NCCCNC(=O)[C@H]2NC[C@@H](C2)O)C=CC(=C1)NC=1C=2N(C=CN1)C(=CN2)C=2C(=NNC2)C(F)(F)F (2S,4R)-N-[3-[[2-chloro-4-[[3-[3-(trifluoromethyl)-1H-pyrazol-4-yl]imidazo[1,2-a]pyrazin-8-yl]amino]benzoyl]amino]propyl]-4-hydroxypyrrolidine-2-carboxamide formate